4-((2-cyanophenyl)thio)-6-(5-(methoxymethyl)-1-(1-methylpiperidin-4-yl)-1H-pyrazol-4-yl)pyrazolo[1,5-a]pyridine-3-carbonitrile C(#N)C1=C(C=CC=C1)SC=1C=2N(C=C(C1)C=1C=NN(C1COC)C1CCN(CC1)C)N=CC2C#N